O=C1OC(C2=C1C=CC(=C2)C=2C=C(C=CC2)C2=CC1=C(C(OC1=O)=O)C=C2)=O 5-[3-(1,3-dioxo-2-benzofuran-5-yl)phenyl]-2-benzofuran-1,3-dione